C1(CC1)NC(C1=C(C=C(C=C1OC)C1=CN=C2N1C=CC(=C2)OCC2CNCCC2)OC(F)F)=O N-cyclopropyl-2-(difluoromethoxy)-6-methoxy-4-[7-(3-piperidylmethoxy)imidazo[1,2-a]pyridin-3-yl]benzamide